C(#N)C1=C(C=C(C=N1)C(=O)NC(C)C1=NOC=C1)C1=CC(=CC(=C1)F)F 6-cyano-5-(3,5-difluorophenyl)-N-[1-(1,2-oxazol-3-yl)ethyl]pyridine-3-carboxamide